C1(=CC=CC2=CC=CC=C12)C1=CC=C(C=C1)C1=C2C=CC=CC2=C(C2=CC=CC=C12)B(O)O (10-(4-(1-naphthyl)-phenyl)anthracen-9-yl)boronic acid